O1C(=CC=C1)C1=NC(=CC(=C1)C1=CC=C(C(=O)N)C=C1)C1=CC=C(C=C1)[N+](=O)[O-] 4-[2-(2-Furanyl)-6-(4-nitrophenyl)-4-pyridinyl]benzamide